3-[(aminooxy)methyl]piperidine dihydrochloride Cl.Cl.NOCC1CNCCC1